4-chloro-2-methanesulfonylphenyl 5-cyclopropyl-1,2-oxazol-4-yl ketone C1(CC1)C1=C(C=NO1)C(=O)C1=C(C=C(C=C1)Cl)S(=O)(=O)C